CC1(CC=C(CN(C([C@H](C)OS(=O)(=O)C2=CC=CC=C2)=O)CCCO)C=C1)OC 4-Methyl-(S)-1-((3-hydroxypropyl)(4-methoxybenzyl)amino)-1-oxoprop-2-ylbenzenesulfonate